FC(C(CCS(=O)(=O)C)C1=CC(=NC=C1)N1N=CC(=C1)C1=C2C(=NC=C1)NC=N2)(F)F 7-(1-(4-(1,1,1-trifluoro-4-(methylsulfonyl)butan-2-yl)pyridin-2-yl)-1H-pyrazol-4-yl)-3H-imidazo[4,5-b]pyridine